C(CCCCCCCCCCC)(N1C2=NCCCN2CCC1)N1C2=NCCCN2CCC1 7,7'-dodecylidene-di-1,5,7-tri-aza-bicyclo-[4.4.0]-dec-5-ene